CC(C)C(C(C(=C)C)(C)C)=NO 2,4,4,5-tetramethylhex-5-en-3-one oxime